OC=1C=C(C=CC1O)C=1OC2=C(C(=CC(=C2C(C1O)=O)O)O)O 2-(3,4-dihydroxyphenyl)-3,5,7,8-tetrahydroxychromen-4-one